(S)-6-(((1,5-dicyclopropyl-1H-1,2,3-triazol-4-yl)(6-fluoro-2-methylpyridin-3-yl)methyl)amino)-4-(neopentylamino)quinoline-3,8-dicarbonitrile C1(CC1)N1N=NC(=C1C1CC1)[C@H](C=1C(=NC(=CC1)F)C)NC=1C=C2C(=C(C=NC2=C(C1)C#N)C#N)NCC(C)(C)C